[K].ON1C(C=2C(C1=O)=C(C(=C(C2Cl)Cl)Cl)Cl)=O N-hydroxytetrachlorophthalimide potassium salt